ClC=1C=CC(=C(C1)C1=CC(=NC=C1C(=O)O)CC=1OC(=NN1)C)OC 4-(5-chloro-2-methoxyphenyl)-6-((5-methyl-1,3,4-oxadiazol-2-yl)methyl)nicotinic acid